titanium dioxiden O=O.[Ti]